C1(CCCCC1)CNC1=NC=NC(=C1C#N)C=1OC=CC1 4-(cyclohexylmethylamino)-6-(2-furyl)pyrimidine-5-carbonitrile